6-Bromo-1-(3-methyl-2-oxo-2,3-dihydrobenzo[d]oxazol-6-yl)pyrido[3,2-d]pyrimidine BrC=1C=CC=2N(CN=CC2N1)C1=CC2=C(N(C(O2)=O)C)C=C1